NC(C)C1(CCN(CC1)C=1C(=NC(=CN1)SC1=C(C(=NC=C1)N1CC(C1)CN)Cl)CO)C (3-(4-(1-aminoethyl)-4-methylpiperidin-1-yl)-6-(2-(3-(aminomethyl)azetidin-1-yl)-3-chloropyridin-4-ylthio)pyrazin-2-yl)methanol